CN1CC(CC1)C(=O)OCC(CCCCCCCCC(OCCC(CCCCC)CCCCC)=O)CCCCCCCCC 2-nonyl-11-oxo-11-[(3-pentyloctyl)oxy]undecyl 1-methylpyrrolidine-3-carboxylate